C(C)OC(=O)C1=C(N=CN1C(=C)C1=CC=C(C=C1)F)F 4-fluoro-1-(1-(4-fluorophenyl)vinyl)-1H-imidazole-5-carboxylic acid ethyl ester